CCN(CC)C1=CC2=C(C=C1)[C-]=C(C(=O)O2)C3=NC4=CC=CC=C4S3.CCN(CC)C1=CC2=C(C=C1)[C-]=C(C(=O)O2)C3=NC4=CC=CC=C4S3.C/C(=C/C(=O)C)/O.[Ir] The molecule is an iridium coordination entity composed of iridium(III) coordinated to an acetoacetonate and two 3-(1,3-benzothiazol-2-yl)-7-(diethylamino)-2H-chromen-2-one units. It has a role as a fluorochrome. It is an organoiridium compound and an iridium coordination entity.